N-[(1S,2S,3R)-3-(10,11-dihydro-5H-di-benzo[b,f]azepin-5-yl)-2-hydroxycyclohexyl]-N'-methyl-4-(trifluoromethoxy)benzene-1-sulfonimidoamide C1=CC=CC=2N(C3=C(CCC21)C=CC=C3)[C@H]3[C@@H]([C@H](CCC3)NS(=O)(=NC)C3=CC=C(C=C3)OC(F)(F)F)O